(2S)-2-[[(2S)-2-amino-3-phenyl-propanoyl]amino]-3-phenyl-propanoic acid N[C@H](C(=O)N[C@H](C(=O)O)CC1=CC=CC=C1)CC1=CC=CC=C1